C[Si](OC(C#N)C=C)(C)C 2-[(trimethylsilyl)oxy]-3-butenenitrile